2'-cyano-4-bromomethylbiphenyl C(#N)C1=C(C=CC=C1)C1=CC=C(C=C1)CBr